C(CC\C=C/CCCCC)OC(CCCCC#N)OCCC\C=C/CCCCC 6,6-bis(((Z)-dec-4-en-1-yl)oxy)hexanenitrile